5-ethenyl-3,4-difluoro-2-(4-iodo-2-methylanilino)benzoic acid C(=C)C=1C(=C(C(=C(C(=O)O)C1)NC1=C(C=C(C=C1)I)C)F)F